C(CC)NCCC1=CC2=C(C=C1)OCO2 propyl-3,4-methylenedioxy-phenethylamine